OC1=C(C(N(C=C1)C)=O)NC(N[C@@H](CC(=O)O)C=1C=C(C=C(C1)C)C1=CC(=CC=C1)OC(F)(F)F)=O (S)-3-(3-(4-hydroxy-1-methyl-2-oxo-1,2-dihydropyridin-3-yl)ureido)-3-(5-methyl-3'-(trifluoromethoxy)biphenyl-3-yl)propionic acid